C(CCCCC\C=C/CCCCCCCC)=O (7Z)-7-hexadecenal